C1COCCC1 trimethylene-ethylene ether